FC1=C(C(=C2C=CNC2=C1F)S(=O)(=O)C)OC=1C=CC(=C(C1)C1=NN(C=N1)[C@@]1(CCOC2=C(C=CC=C12)CCC(=O)O)C)F 3-[(4R)-4-[3-[5-[(6,7-difluoro-4-methylsulfonyl-1H-indol-5-yl)oxy]-2-fluoro-phenyl]-1,2,4-triazol-1-yl]-4-methyl-chroman-8-yl]propanoic acid